Diallylmalonat C(C=C)C(C(=O)[O-])(C(=O)[O-])CC=C